4-(4,4,5,5-tetramethyl-1,3,2-dioxaborolan-2-yl)-2-fluoropyridine CC1(OB(OC1(C)C)C1=CC(=NC=C1)F)C